N-(2-(4-(4-bis(2-chloroethyl)aminophenyl)butyryl)aminoethyl)-5-(4-amidinophenyl)-2-furanecarboxamide hydrochloride Cl.ClCCN(C1=CC=C(C=C1)CCCC(=O)NCCNC(=O)C=1OC(=CC1)C1=CC=C(C=C1)C(N)=N)CCCl